8-Hydroxydesoxyguanosin OC=1N([C@H]2C[C@H](O)[C@@H](CO)O2)C=2N=C(NC(C2N1)=O)N